cyclopentyl 3-{[2-(4-chlorophenyl)imidazo[1,2-a]pyrimidin-3-yl]methyl}-3,8-diazabicyclo[3.2.1]octane-8-carboxylate ClC1=CC=C(C=C1)C=1N=C2N(C=CC=N2)C1CN1CC2CCC(C1)N2C(=O)OC2CCCC2